1-(methylsulfonyl)-1H-pyrazole CS(=O)(=O)N1N=CC=C1